2-(3-((2-ethyl-4-oxo-5,6,7,8-tetrahydroquinazolin-3(4H)-yl)methyl)isoxazol-5-yl)-5-fluoro-4-hydroxybenzonitrile C(C)C1=NC=2CCCCC2C(N1CC1=NOC(=C1)C1=C(C#N)C=C(C(=C1)O)F)=O